6-fluoro-7-(hydroxymethyl)-2-methylpyrazolo[1,5-a]quinoxalin-4(5H)-one FC1=C2NC(C=3N(C2=CC=C1CO)N=C(C3)C)=O